3-cyclopropyl-9-hydroxy-9-methyl-N-(2-methylpropyl)-7,8-dihydrocyclopenta[h]isoquinoline-5-sulfonamide C1(CC1)C=1N=CC=2C3=C(C=C(C2C1)S(=O)(=O)NCC(C)C)CCC3(C)O